ClC1=CC2=C(N(C(C(N2C)=O)=O)C2CCN(CC2)C2=NC=C(C=N2)CN2CC(C2)(C)O)N=C1 7-Chloro-4-(1-(5-((3-hydroxy-3-methylazetidin-1-yl)methyl)pyrimidin-2-yl)piperidin-4-yl)-1-methyl-1,4-dihydropyrido[2,3-b]pyrazine-2,3-dione